C(CCCCCCCCCC(=O)[O-])CCCCCCCCCO The molecule is an omega-hydroxy fatty acid anion resulting from deprotonation of the carboxy group of 20-hydroxyicosanoic acid. The major species at pH 7.3. It is a conjugate base of a 20-hydroxyicosanoic acid.